FC(C(=O)O)(F)F.ClC=1C=C2C=CC(=CC2=CC1)COC=1N=NNC1C(=O)O 4-((6-chloronaphthalen-2-yl)methoxy)-1H-1,2,3-triazole-5-carboxylic acid 2,2,2-trifluoroacetate